(3S,4S)-8-(2-((2-chloro-3-(pyrimidine-3-yl)phenyl)mercapto)pteridine-6-yl)-3-methyl-2-oxa-8-azaspiro[4.5]decane-4-amine ClC1=C(C=CC=C1N1CN=CC=C1)SC1=NC2=NC=C(N=C2C=N1)N1CCC2([C@@H]([C@@H](OC2)C)N)CC1